N-(3-methoxybenzyl)-octadecanamide COC=1C=C(CNC(CCCCCCCCCCCCCCCCC)=O)C=CC1